4-(methylthio)benzyl chloride CSC1=CC=C(CCl)C=C1